ClC1=CC=C(C=N1)CN1N=C(C(=C1)C(=O)C=1C(CCCC1O)=O)C(F)(F)F 2-(1-((6-Chloropyridin-3-yl)methyl)-3-(trifluoromethyl)-1H-pyrazole-4-carbonyl)-3-hydroxy-cyclohex-2-en-1-one